C(C=C)[C@@]1(CO[C@H]([C@H](C1)C1=CC(=CC=C1)Cl)C1=CC=C(C=C1)Cl)C |r| (±)-(3S,5R,6R)-3-allyl-5-(3-chlorophenyl)-6-(4-chlorophenyl)-3-methyltetrahydro-2H-pyran